CN1CC(OCC1)CNC(C1=CC=CC=C1)=O N-((4-methylmorpholin-2-yl)methyl)benzamide